OC=1C=C(C=C2C(N(C(N2C)=[Se])C2=CC=C(C=C2)CC)=O)C=C(C1)O 5-(3,5-dihydroxybenzylidene)-3-(4-ethylphenyl)-1-methyl-2-selenoxoimidazolidin-4-one